FC1=C(C(=O)C=2C=C(NC2)C(=O)O)C=CC=C1 4-(2-fluorobenzoyl)-1H-pyrrole-2-carboxylic acid